C1(CC1)CNC(COC1=C(C=CC=C1OC)C=O)=O N-(CYCLOPROPYLMETHYL)-2-(2-FORMYL-6-METHOXYPHENOXY)ACETAMIDE